C(C)NC1=CC=C(C(=N1)F)C1=NN2C(N=CC=C2)=C1C(=O)OCC Ethyl 2-[6-(ethylamino)-2-fluoropyridin-3-yl]pyrazolo[1,5-a]pyrimidine-3-carboxylate